barium-boron-silicon [Si].[B].[Ba]